1-(Benzothiophen-2-yl)-3-phenyl-3-(4-phenyl-2H-1,2,3-triazol-2-yl)propan-1-one S1C(=CC2=C1C=CC=C2)C(CC(N2N=CC(=N2)C2=CC=CC=C2)C2=CC=CC=C2)=O